bis([1,1'-biphenyl]-4-yl-2',3',4',5',6'-d5)-amine C1(=CC=C(C=C1)NC1=CC=C(C=C1)C1=C(C(=C(C(=C1[2H])[2H])[2H])[2H])[2H])C1=C(C(=C(C(=C1[2H])[2H])[2H])[2H])[2H]